C(C#C)NC1=C(C(N(N=C1)COCC[Si](C)(C)C)=O)C(F)(F)F 5-(prop-2-yn-1-ylamino)-4-trifluoromethyl-2-((2-(trimethylsilyl)ethoxy)methyl)pyridazin-3(2H)-one